(2S)-2-[9H-fluoren-9-ylmethoxycarbonyl-(methyl)amino]propionic acid C1=CC=CC=2C3=CC=CC=C3C(C12)COC(=O)N([C@H](C(=O)O)C)C